(R)-1-(4-((2-(2,3-dihydrobenzo[b][1,4]dioxin-6-yl)pyrrolidin-1-yl)methyl)phenyl)-1H-pyrazole O1C2=C(OCC1)C=C(C=C2)[C@@H]2N(CCC2)CC2=CC=C(C=C2)N2N=CC=C2